N-(4-((4-amino-2-butyl-1H-imidazo[4,5-c]quinolin-1-yl)methyl)benzyl)pentadecanamide NC1=NC=2C=CC=CC2C2=C1N=C(N2CC2=CC=C(CNC(CCCCCCCCCCCCCC)=O)C=C2)CCCC